3-(2-hydroxy-prop-1-enyl)-benzonitrile OC(=CC=1C=C(C#N)C=CC1)C